6-{2-acetyl-2-azaspiro[3.3]heptane-6-yl}-1-amino-3H-indol-2-one C(C)(=O)N1CC2(C1)CC(C2)C2=CC=C1CC(N(C1=C2)N)=O